CCCCCCCCCCCCCC(=O)OP(=O)(O)OC[C@@H]1[C@H]([C@H]([C@@H](O1)N2C=NC3=C(N=CN=C32)N)O)O The molecule is a fatty acyl-AMP that results from the formal condensation of the phosphoryl group of AMP with the carboxyl group of tetradecanoic (myristic) acid. It derives from a tetradecanoic acid. It is a conjugate acid of a tetradecanoyl-AMP(1-).